N-(5-chloro-4-cyano-2-fluorophenyl)-5-(5-chloro-2,4-difluorophenyl)-1H-pyrrole-3-sulfonamide ClC=1C(=CC(=C(C1)NS(=O)(=O)C1=CNC(=C1)C1=C(C=C(C(=C1)Cl)F)F)F)C#N